C(#N)C1=CC=C(OC2=CC(N(S2(=O)=O)CCCCCC(=O)O)=O)C=C1 6-(5-(4-cyanophenoxy)-1,1-dioxido-3-oxoisothiazol-2(3H)-yl)hexanoic acid